ClC1=CC=C(C=C1)N(C([O-])=O)C1=CC=CC=C1 N-(4-chlorophenyl)phenylcarbamate